COC(=O)C=1C(=C(C=CC1)N1CC(C1)OC1=CC=C(C=C1)CNC=1C=NC=CC1)C1=CC(=CC=C1)Cl 3'-chloro-6-(3-(4-((pyridin-3-ylamino)methyl)phenoxy)azetidin-1-yl)-[1,1'-biphenyl]-2-carboxylic acid methyl ester